C[C@@]1(O)[C@H](O)[C@@H](O)[C@H](O)[C@H](O1)CO.O([C@@H]1[C@H](O)[C@@H](O)[C@H](O)[C@H](O1)CO)C Methyl alpha-D-glucopyranoside (Methyl α-D-glucopyranoside)